Natrium Natrium(I) [Na+].[Na+]